7-(((R)-3-acryloylaminopiperidin-1-yl)sulfonyl)-2,7-diazepine C(C=C)(=O)N[C@H]1CN(CCC1)S(=O)(=O)N1C=CC=CN=C1